[K+].P(=O)(OCCCCCCCCCCCCC)([O-])[O-].[K+] monotridecyl phosphate potassium salt